ClC1=NC=C(C(=C1)C1=C(C=NC(=C1)C)C(=O)NC=1SC2=C(N1)CN(C2)C(=O)C2=NC=C(C=N2)C(F)(F)F)OC 2'-chloro-5'-methoxy-6-methyl-N-(5-(5-(trifluoromethyl)pyrimidine-2-carbonyl)-5,6-dihydro-4H-pyrrolo[3,4-d]thiazol-2-yl)-[4,4'-bipyridine]-3-carboxamide